Cl.Cl.N[C@@]1([C@@H](CC[C@H](C1)CCB(O)O)CN(C)C)C(=O)O |r| rac-(1S,2S,5R)-1-amino-5-(2-boronoethyl)-2-((dimethylamino)methyl)cyclohexane-1-carboxylic acid dihydrochloride